2-((4-bromophenyl)amino)acetic acid BrC1=CC=C(C=C1)NCC(=O)O